FC1=C(C=O)C(=CC(=C1)N[C@@H]1CN(CC1)CCCF)F (S)-2,6-difluoro-4-((1-(3-fluoropropyl)pyrrolidin-3-yl)amino)benzaldehyde